2,11-bis(isobutyl)-10,19-dimethyl-17-methyl-1,4,7,10,13,16,19-heptaazabicyclo[18.5.1]hexacos-22-ene-3,6,9,12,15,18,26-heptone C(C(C)C)C1N2CCC=CCC(N(C(C(NC(CNC(C(N(C(CNC(CNC1=O)=O)=O)C)CC(C)C)=O)=O)C)=O)C)C2=O